COC1=C(C=C(C(=O)O)C=C1)S(NC1=C(C=CC(=C1)C(F)(F)F)C=1C=NC=CC1)(=O)=O 4-methoxy-3-(N-(2-(pyridin-3-yl)-5-(trifluoromethyl)phenyl)sulfamoyl)benzoic Acid